ethyl 4-((4-bromo-2,6-difluorobenzyl)amino)-5-methoxyquinoline-3-carboxylate BrC1=CC(=C(CNC2=C(C=NC3=CC=CC(=C23)OC)C(=O)OCC)C(=C1)F)F